FC([C@@H]1[C@](CN(CC1)C)(C)COC1N=C2C(=C(C(=CC2=CN1O)F)C1=CC(=CC2=CC=C(C(=C12)C#C)F)O)F)F 2-(((3s,4s)-4-(difluoromethyl)-1,3-dimethylpiperidin-3-yl)methoxy)-7-((Ra)-8-ethynyl-7-fluoro-3-hydroxynaphthalen-1-yl)-6,8-difluoro-quinazolin-3-ol